FC1=C(C=CC=C1)C1=CC=C(C=C1)CNC1=CN=C(N(C1=O)CC(=O)OC(C)(C)C)C1=CC=CC=C1 Tert-butyl 2-(5-(((2'-fluoro-[1,1'-biphenyl]-4-yl)methyl)amino)-6-oxo-2-phenylpyrimidin-1(6H)-yl)acetate